2-(4-cyclopropyl-6-methoxypyrimidin-5-yl)-4-((4-(1-methyl-4-(trifluoromethyl)-1H-imidazol-2-yl)benzyl)oxy)pyrido[3,2-d]pyrimidine C1(CC1)C1=NC=NC(=C1C=1N=C(C2=C(N1)C=CC=N2)OCC2=CC=C(C=C2)C=2N(C=C(N2)C(F)(F)F)C)OC